tert-butyl 4-[1-(2,6-dioxo-3-piperidyl)-3-methyl-2-oxo-benzimidazol-5-yl]-3-fluoro-piperidine-1-carboxylate O=C1NC(CCC1N1C(N(C2=C1C=CC(=C2)C2C(CN(CC2)C(=O)OC(C)(C)C)F)C)=O)=O